FC1(CNCC[C@@H]1C1=CC=C2C(=NN(C2=C1)C)N1C(NC(CC1)=O)=O)F 1-[6-[(4R)-3,3-difluoro-4-piperidinyl]-1-methyl-indazol-3-yl]hexahydropyrimidine-2,4-dione